diallyl-2,4'-biphenyldiglycidyl ether C(C=C)C=1C(=C2C(=CC1)C1=CC=C(C=C1)C1C(COCC3C2O3)O1)CC=C